di-(2-ethylhexyl) sebacate C(CCCCCCCCC(=O)OCC(CCCC)CC)(=O)OCC(CCCC)CC